(S)-N-hydroxy-4-isobutyryl-3-phenyl-2,3,4,5-tetrahydrobenzo[f][1,4]oxazepine-8-carboxamide ONC(=O)C1=CC2=C(CN([C@H](CO2)C2=CC=CC=C2)C(C(C)C)=O)C=C1